O1SCC=CC2=C1C=C(C=C2)C(=O)N benzoxathiepine-8-carboxamide